(2,3-bis(palmitoyloxy)propyl)-L-cysteine C(CCCCCCCCCCCCCCC)(=O)OC(CN[C@@H](CS)C(=O)O)COC(CCCCCCCCCCCCCCC)=O